C(OC(C(C)C)Cl)(OC1CCCCC1)=O 1-Chloro-2-methylpropyl cyclohexyl carbonate